CNC(CN(C1=CC=C2C(=CC(OC2=C1)=O)C1=C(C=CC=C1)C)C)=O N-methyl-2-(methyl(2-oxo-4-(o-tolyl)-2H-chromen-7-yl)amino)acetamide